[4-methoxy-4-(trifluoromethyl)cyclohexyl]-[1,2,4]triazolo[1,5-a]pyridine-2-carboxamide COC1(CCC(CC1)C1=CC=CC=2N1N=C(N2)C(=O)N)C(F)(F)F